N-(3-methoxy-4-((3-(4-methoxy-3-(pentyloxy)phenyl)-5-methyl-2-oxotetrahydropyrimidin-1(2H)-yl)methyl)benzyl)oxazole-5-carboxamide COC=1C=C(CNC(=O)C2=CN=CO2)C=CC1CN1C(N(CC(C1)C)C1=CC(=C(C=C1)OC)OCCCCC)=O